OCC(C1=CC=C(C=C)C=C1)C 4-(2-hydroxy-methylethyl)styrene